4-(1-(3-chloro-4-methoxyphenyl)-2-ethynyl-1H-benzo[d]imidazol-6-yl)morpholine ClC=1C=C(C=CC1OC)N1C(=NC2=C1C=C(C=C2)N2CCOCC2)C#C